C(\C=C/CCCCCC)OC(CCCCCCCN(CCCCCCCC(=O)OC\C=C/CCCCCC)CCCNCCCCCCCC(=C=O)OC\C=C/CCCCCC)=O di((Z)-non-2-en-1-yl)8,8'-((3-((8-(((Z)-non-2-en-1-yl)oxy)-8-carbonyloctyl)amino)propyl)azanediyl)dioctanoate